methyl (1R,2R,6S)-2-(4-bromophenyl)-6-((4-isopropylphenyl)carbamoyl)cyclohexane-1-carboxylate BrC1=CC=C(C=C1)[C@H]1[C@H]([C@H](CCC1)C(NC1=CC=C(C=C1)C(C)C)=O)C(=O)OC